FC1=CC=2C[C@H]3N(C2C=C1)S(C=1[C@H](C3(C)C)C=C(CC1)C)(=O)=O (11aR,12aS)-9-fluoro-2,12,12-trimethyl-11,11a,12,12a-tetrahydro-3H-benzo[5,6][1,2]thiazino[2,3-a]indole 5,5-dioxide